O1COC=C1CC(C)O [1,3]dioxol-5-yl-propan-2-ol